ClC1=C2C=C(NC2=CC=C1Cl)C(=O)N1C[C@@H]([C@H](C1)C)C(=O)N |o1:15,16| rel-(3R,4R)-1-[(4,5-dichloro-1H-indol-2-yl)carbonyl]-4-methyl-3-pyrrolidinecarboxamide